C(CCCCCCCCCCCC#CC(CCC)O)O 13-octadecyne-1,15-diol